S-(3-hydroxybutan-2-yl) methanesulfonothioate CS(=O)(SC(C)C(C)O)=O